C(C(=O)O)N(C(=O)N)N=O CARBOXYMETHYLNITROSOUREA